3-thienyl-methyl disulfide S1C=C(C=C1)SSC